COC(C1=CC(=C(C(=C1)OCOC)Br)OCOC)=O 4-bromo-3,5-di[(methoxymethyl)oxy]benzoic acid methyl ester